6-(4-methoxyphenyl)-2-methylnicotinic acid ethyl ester C(C)OC(C1=C(N=C(C=C1)C1=CC=C(C=C1)OC)C)=O